N-[[4-(2-methylpropyloxy)phenyl]methyl]-4-(pyrrolidin-3-yl)pyrimidin-2-amine CC(COC1=CC=C(C=C1)CNC1=NC=CC(=N1)C1CNCC1)C